17,17-Dimethyl-N,N,5-triphenyl-5H,17H-9-oxa-5-aza-18b-borabenzo[6,7]indeno[1,2-b]naphtho[1,2,3-fg]anthracene-15-amine CC1(C2=CC(=C3C(=C2C2=CC=4OC=5C=CC=C6C5B(C4C=C21)C=2C=CC=CC2N6C6=CC=CC=C6)C=CC=C3)N(C3=CC=CC=C3)C3=CC=CC=C3)C